C(#N)C1=CC=C(C=C1)C=1CCN(CC1)C(=O)OC(C)(C)C tert-butyl 4-(4-cyanophenyl)-3,6-dihydro-2H-pyridine-1-carboxylate